3-(benzyloxy)-N-(2-fluoro-3-{6-oxo-4-[5-(trifluoromethyl)pyridin-2-yl]-1,6-dihydropyrimidin-2-yl}-4-(trifluoromethyl)benzyl)cyclobutane-1-carboxamide C(C1=CC=CC=C1)OC1CC(C1)C(=O)NCC1=C(C(=C(C=C1)C(F)(F)F)C=1NC(C=C(N1)C1=NC=C(C=C1)C(F)(F)F)=O)F